BrC=1C=C2CCC(CC2=CC1)N1CC2=C(CC1)N=C(N2)C2=C(C=CC=C2)Cl 5-(6-bromo-1,2,3,4-tetrahydronaphthalen-2-yl)-2-(2-chlorophenyl)-4,5,6,7-tetrahydro-3H-imidazo[4,5-c]pyridine